3-(2-methoxymethoxy-5-ethyl-phenyl)-3-phenyl-acrylic acid methyl ester COC(C=C(C1=CC=CC=C1)C1=C(C=CC(=C1)CC)OCOC)=O